O=C1NC(CCC1N1C(C2=CC=CC(=C2C1=O)NCCOCCOCCOCCOC1=CC=C(C=C1)S(=O)(=O)NC(NC1=C2CCCC2=CC=2CCCC12)=O)=O)=O 4-(2-(2-(2-(2-((2-(2,6-dioxopiperidin-3-yl)-1,3-dioxoisoindolin-4-yl)amino)ethoxy)ethoxy)ethoxy)ethoxy)-N-((1,2,3,5,6,7-hexahydro-s-indacen-4-yl)carbamoyl)benzenesulfonamide